NC=1C(=NC=C(C1)C1=C(N=CS1)C)C(=O)C1=C(C(=CC=C1)C)C (3-amino-5-(4-methylthiazol-5-yl)pyridin-2-yl)(2,3-dimethylphenyl)-methanone